tert-butyl 3-[(3-bromo-2-methyl-phenoxy)methyl]-8-azaspiro[4.5]decane-8-carboxylate BrC=1C(=C(OCC2CCC3(C2)CCN(CC3)C(=O)OC(C)(C)C)C=CC1)C